tetrahydrofuran-2,5-dimethanol O1C(CCC1CO)CO